ClC=1C=C2C(=CC(=NC2=CC1)C(F)(F)F)N[C@@H]1C[C@@H](CCC1)NC(=O)C=1C=NN(C1C)C1CCNCC1 N-((1R,3S)-3-((6-chloro-2-(trifluoromethyl)quinolin-4-yl)amino)cyclohexyl)-5-methyl-1-(piperidin-4-yl)-1H-pyrazole-4-carboxamide